C(C(C)C)[SiH2]C1=CC=CC=C1 isobutylphenylsilane